C(C)(C)(C)[Si](O[C@H]1CN(CCC1)C1=C2C(=NC=C1)N(C=C2C=2C=NC=NC2)COCC[Si](C)(C)C)(C2=CC=CC=C2)C2=CC=CC=C2 tert-butyl-diphenyl-[[(3R)-1-[3-pyrimidin-5-yl-1-(2-trimethylsilylethoxymethyl)pyrrolo[2,3-b]pyridin-4-yl]-3-piperidyl]oxy]silane